2,2'-thiobis(4-tert-octylphenol) nickel [Ni].S(C1=C(C=CC(=C1)C(C)(C)CC(C)(C)C)O)C1=C(C=CC(=C1)C(C)(C)CC(C)(C)C)O